Cl.C(CCCCCCCCCCCCCCC)NC(CO)(CO)CO hexadecyl-tromethamine hydrochloride salt